C(C1=CC=CC=C1)OC=1C(=C(C=C(C1)CC1=CC=C(C=C1)S(=O)(=O)[O-])CC1=CC=C(C=C1)S(=O)(=O)[O-])C(=O)N1CC2=C(C=CC=C2CC1)N[C@@H]1COCC1 (S)-5-(benzyloxy)-4-(8-((tetrahydrofuran-3-yl) amino)-1,2,3,4-tetrahydroisoquinoline-2-carbonyl)-1,3-phenylenedi(4-toluenesulfonate)